C(#N)[C@H](CC1=C(C=C(C=C1)C1=CC=C(C=C1)C#N)F)NC(=O)[C@@H]1C[C@H]2[C@@H](N1)CCC2 (2S,3aS,6aS)-N-[(1S)-1-cyano-2-{4'-cyano-3-fluoro-[1,1'-biphenyl]-4-yl}ethyl]-octahydrocyclopenta[b]pyrrole-2-carboxamide